sodium monosulfite S(=O)([O-])[O-].[Na+].[Na+]